3-methyl-3-(p-toluenesulfonyl-oxymethyl)oxetane CC1(COC1)COS(=O)(=O)C1=CC=C(C)C=C1